9-Chloro-3-ethynyl-6,6-dimethyl-8-(4-morpholinopiperidin-1-yl)-5,6-dihydro-11H-benzo[b]carbazole ClC1=CC2=C(C(C=3NC4=CC(=CC=C4C3C2)C#C)(C)C)C=C1N1CCC(CC1)N1CCOCC1